Cl.NC\C=C(\CN1C(=NC2=C1C=CC=C2C=2C=C(C=CC2)S(=O)(=O)N(C)C)CC)/F (Z)-3-(1-(4-amino-2-fluorobut-2-en-1-yl)-2-ethyl-1H-benzo[d]imidazol-4-yl)-N,N-dimethylbenzenesulfonamide hydrochloride